[Si](C)(C)(C(C)(C)C)O[C@@H]1C[C@H](N(C1)C(=O)OC(C)(C)C)C=1N(C=CN1)CC=1C=NC=C(C1)C1=CC=C(C=C1)F tert-butyl (2S,4R)-4-[tert-butyl(dimethyl)silyl]oxy-2-[1-[[5-(4-fluorophenyl)-3-pyridyl]methyl]imidazol-2-yl]pyrrolidine-1-carboxylate